N-(4-(tert-butyl)phenyl)pivalamide C(C)(C)(C)C1=CC=C(C=C1)NC(C(C)(C)C)=O